C(C)OC(=O)C=1C(=NC2=CC=CN=C2C1N[C@H](CO)CCCC)Cl (S)-2-chloro-4-((1-hydroxyhex-2-yl)amino)-1,5-naphthyridine-3-carboxylic acid ethyl ester